5-(3,4-dihydroxyphenyl)-N-ethyl-2-(4-(trifluoromethyl)phenyl)Oxazole-4-carboxylic acid amide OC=1C=C(C=CC1O)C1=C(N=C(O1)C1=CC=C(C=C1)C(F)(F)F)C(=O)NCC